N[C@@H](C(=O)N1CC(C1)OC=1C(=C2O[B-]([C@H]3C[C@H]3C2=CC1)(O)O)C(=O)O)C=1N=CNC1 (2R,4S)-9-[1-[(2R)-2-amino-2-(1H-imidazol-4-yl)acetyl]azetidin-3-yl]oxy-5,5-dihydroxy-6-oxa-5-boranuidatricyclo[5.4.0.02,4]undeca-1(11),7,9-triene-8-carboxylic acid